FC1=C(C=C(C=C1)C(N=C=O)I)F 1,2-difluoro-4-(iodoisocyanatomethyl)benzene